N1C(=C(C(=C1C(=O)O)C(=O)O)C(=O)O)C(=O)O Pyrroletetracarboxylic acid